(S)-methyl 7-bromo-2-(1-(tert-butoxycarbonyl)piperidin-3-yl)-3-fluoro-1H-indole-5-carboxylate BrC=1C=C(C=C2C(=C(NC12)[C@@H]1CN(CCC1)C(=O)OC(C)(C)C)F)C(=O)OC